3-[4-amino-5-(trifluoromethyl)pyrrolo[2,1-f][1,2,4]triazin-7-yl]-2-fluoro-N-[(3R,4S)-4-fluoro-1-(4,4,4-trifluoro-3-methylbutanoyl)pyrrolidin-3-yl]-6-methylbenzamide NC1=NC=NN2C1=C(C=C2C=2C(=C(C(=O)N[C@@H]1CN(C[C@@H]1F)C(CC(C(F)(F)F)C)=O)C(=CC2)C)F)C(F)(F)F